COC1=C(C=CC=C1)S(=O)(=O)Cl (2-Methoxyphenyl)sulfonyl chloride